N-(4-(2-Aminopyrimidin-4-yl)-3-chlorophenyl)-1-(isochinolin-4-yl)-5-(trifluoromethyl)-1H-pyrazol-4-carboxamid NC1=NC=CC(=N1)C1=C(C=C(C=C1)NC(=O)C=1C=NN(C1C(F)(F)F)C1=CN=CC2=CC=CC=C12)Cl